tantalum-aluminum-iron [Fe].[Al].[Ta]